S1C(=NC=C1)[C@@H]1CC[C@H](CC1)OC1=C2C=NC=NC2=CC(=C1)N1CCOCC1 4-[5-(trans-4-thiazol-2-ylcyclohexyloxy)quinazolin-7-yl]Morpholine